NC1=NC=C(C2=C1C(=C(N2C)C2=CC=C(C=C2)NC(C=C)=O)C2=CC=C(C=C2)OC2=NC=CC=C2)C#N N-(4-(4-amino-7-cyano-1-methyl-3-(4-(pyridin-2-yloxy)phenyl)-1H-pyrrolo[3,2-c]pyridin-2-yl)phenyl)acrylamide